1-(4-(Tert-Butoxycarbonyl)-6-methoxy-3,4-dihydro-2H-benzo[b][1,4]oxazin-7-yl)-6-((3-methoxypyrazin-2-yl)amino)-1H-pyrazolo[4,3-c]pyridine-3-carboxylic acid C(C)(C)(C)OC(=O)N1C2=C(OCC1)C=C(C(=C2)OC)N2N=C(C=1C=NC(=CC12)NC1=NC=CN=C1OC)C(=O)O